zirconium (methyl 2-hydroxyisobutyrate) CCC(C(=O)[O-])(C)O.[Zr+4].CCC(C(=O)[O-])(C)O.CCC(C(=O)[O-])(C)O.CCC(C(=O)[O-])(C)O